CC=1C=C2C(=CN1)N(N=C2C(=O)O)COCC[Si](C)(C)C 5-methyl-1-(2-trimethylsilylethoxymethyl)pyrazolo[3,4-c]pyridine-3-carboxylic acid